(E)-6-(4-(2-(5-cyclopropyl-3-(2,6-dichlorophenyl)isoxazol-4-yl)vinyl)piperidin-1-yl)pyridazin-3-carboxylic acid C1(CC1)C1=C(C(=NO1)C1=C(C=CC=C1Cl)Cl)/C=C/C1CCN(CC1)C1=CC=C(N=N1)C(=O)O